SCCNC(=O)OC(C)(C)C 2-mercaptoethyl-Bocamine